C1(=CC=CC=C1)NC1=CC=CC2=C1SC1=C2C=CC=C1 N-phenyldibenzo-[b,d]thiophen-4-amine